ClC1=NC=C(C(=C1)C1=C(C=NC(=C1)C)C(=O)NC=1SC(=NN1)OCC(F)F)OC 2'-chloro-N-(5-(2,2-difluoroethoxy)-1,3,4-thiadiazol-2-yl)-5'-methoxy-6-methyl-(4,4'-bipyridine)-3-carboxamide